Cl.C(C)N1C[C@H]([C@@H](C1)C1CC1)C(=O)O.C(CCC\C=C/C\C=C/C\C=C/C\C=C/CCCCC)(=O)N[C@@H](CCCNC(N)=N)C(=O)O N-arachidonoyl-arginine trans-ethyl-4-cyclopropylpyrrolidine-3-carboxylate hydrochloride salt